COC=1C=C(C=C(C1)OC)N(CCNC(C)C)C=1C=C2N=C(C=NC2=CC1)C=1C=NN(C1)C N'-(3,5-dimethoxyphenyl)-N'-[3-(1-methylpyrazol-4-yl)quinoxalin-6-yl]-N-propan-2-ylethane-1,2-diamine